O=C1NC(CCC1C=1C=C2CCN(CC2=CC1)CC1CCC(CC1)N1C(C2=CC(=C(C=C2C1)NC(=O)C=1C=NN2C1N=CC=C2)OC(C)C)=O)=O N-[2-[4-[[6-(2,6-dioxo-3-piperidyl)-3,4-dihydro-1H-isoquinolin-2-yl]methyl]cyclohexyl]-6-isopropoxy-1-oxo-isoindolin-5-yl]pyrazolo[1,5-a]pyrimidine-3-carboxamide